BrC1=CC=C2C=NN(C2=C1)C1OCCCC1 6-bromo-1-(tetrahydro-2H-pyran-2-yl)-1H-indazole